O1C(OCC1)C=1N=CC(=NC1OC)C=1C(=C(C=CC1)C1=C(C(=CC=C1)NC=1C2=C(N=C(N1)C(F)F)C=C(C=N2)Br)C)Cl N-(3'-(5-(1,3-dioxolan-2-yl)-6-methoxypyrazin-2-yl)-2'-chloro-2-methyl-[1,1'-biphenyl]-3-yl)-7-bromo-2-(difluoromethyl)pyrido[3,2-d]pyrimidin-4-amine